N-(2-((3-fluoro-4-(trimethylsilyl)phenyl)amino)-1-(1-methyl-1H-indazol-5-yl)-2-oxoethyl)-3-hydroxy-1,2-oxazole-5-carboxamide FC=1C=C(C=CC1[Si](C)(C)C)NC(C(C=1C=C2C=NN(C2=CC1)C)NC(=O)C1=CC(=NO1)O)=O